N-(methyl)mercaptoacetamide CSNC(C)=O